NC=1N=CCN(C1)CCCCN1C(=NC=2C(=NC=3C=CC=CC3C21)N)CC 5-amino-N-(4-(4-amino-2-ethyl-1H-imidazo[4,5-c]quinolin-1-yl)butyl)pyrazine